C(C)(C)(C)OC(=O)N(C=1C=NC(=NC1)C=1C=C(C(=NC1)C(=O)OC)C(C)C)C methyl 5-(5-((tert-butoxycarbonyl)(methyl)amino)pyrimidin-2-yl)-3-isopropylpicolinate